ClC=1N=C2C(=NC1)N(C=C2I)COC(C(C)(C)C)=O 2-chloro-7-iodo-5-((pivaloyloxy)methyl)-5H-pyrrolo[2,3-b]Pyrazine